N(=C=S)C1=CC=C(CC(CNC(C(C)=NO)(C)C)CNC(C(C)=NO)(C)C)C=C1 6-(4-Isothiocyanatobenzyl)-3,3,9,9-tetramethyl-4,8-diaza-undecane-2,10-dione-dioxime